(S)-(1,3-Dimethyl-azetidin-3-yl)-(4-fluoro-3-methoxy-phenyl)-(4-trifluoromethoxy-phenyl)-methanol CN1CC(C1)(C)[C@](O)(C1=CC=C(C=C1)OC(F)(F)F)C1=CC(=C(C=C1)F)OC